S1C(=NC2=C1C=CC=C2)C2=C(SC=1CNCCC12)NC(CCN[C@H](C)CC)=O (R)-N-(3-(benzo[d]thiazol-2-yl)-4,5,6,7-tetrahydrothieno[2,3-c]pyridin-2-yl)-3-(sec-butylamino)propanamide